N-(7-(hydroxyamino)-7-oxoheptyl)-2-((2,3-dihydro-1H-inden-1-yl)amino)pyrimidine-5-carboxamide ONC(CCCCCCNC(=O)C=1C=NC(=NC1)NC1CCC2=CC=CC=C12)=O